COC1=C(C=C(C=C1)OC)NC(=O)N1C[C@](C(C1)C)(C1=CC=C(C=C1)C)C=1SC=CN1 (3S)-N-(2,5-dimethoxyphenyl)-4-methyl-3-(thiazol-2-yl)-3-(p-tolyl)pyrrolidine-1-carboxamide